2-(tert-butylamino-2-oxoacetyl)-N-(3-cyano-4-fluorophenyl)-1-methyl-1H-pyrrole-3-carboxamide C(C)(C)(C)NC(C(=O)C=1N(C=CC1C(=O)NC1=CC(=C(C=C1)F)C#N)C)=O